ClC1=CC(=C(C=N1)C(CC)=O)NC1=C(C(=CC(=C1)F)C1=NN(C=N1)C)OC 1-(6-chloro-4-((5-fluoro-2-methoxy-3-(1-methyl-1H-1,2,4-triazol-3-yl)phenyl)amino)pyridin-3-yl)propan-1-one